3-(4-hydroxyphenyl-3,5-d2)-1-(2,4,6-trihydroxyphenyl-3,5-d2)propan-1-one-2,2-d2 OC1=C(C=C(C=C1[2H])CC(C(=O)C1=C(C(=C(C(=C1O)[2H])O)[2H])O)([2H])[2H])[2H]